FC=1C=C(C=C(C1)F)[C@@H](C)C1(CCN(CC1)C(C1=C(N=CC=C1)C1=NC=NC=C1)=O)C#N (R)-4-(1-(3,5-difluorophenyl)ethyl)-1-(2-(pyrimidin-4-yl)nicotinoyl)piperidine-4-carbonitrile